4-((1R,5S)-3,8-diazabicyclo[3.2.1]octane-3-yl)-2-(2,6-dioxopiperidin-3-yl)-5,6,7-trifluoroisoindoline-1,3-dione [C@H]12CN(C[C@H](CC1)N2)C2=C1C(N(C(C1=C(C(=C2F)F)F)=O)C2C(NC(CC2)=O)=O)=O